CN1CC(C=C(C1)Br)O[Si](C1=CC=CC=C1)(C1=CC=CC=C1)C(C)(C)C methyl-5-bromo-3-((tert-butyldiphenylsilyl)oxy)-1,2,3,6-tetrahydropyridine